C1(=CC=C(C=C1)C=1N=NNC1C(=O)O)C 4-(p-tolyl)-1H-1,2,3-triazole-5-carboxylic acid